FC(OC1=CC(=C(C=C1)NC1=C(C(=O)NC=2C(=NC(=CC2)OC)C)C=C(C=C1)C(F)(F)F)C)F 2-((4-(difluoromethoxy)-2-methylphenyl)amino)-N-(6-methoxy-2-methylpyridin-3-yl)-5-(trifluoromethyl)benzamide